imidazolium bis(trifluoromethane)sulfonimide [N-](S(=O)(=O)C(F)(F)F)S(=O)(=O)C(F)(F)F.N1C=[NH+]C=C1